5-{6-[2-(4,6-Dichloro-7-fluoro-2-methyl-indol-1-yl)-ethylamino]-pyrimidin-4-yl}-3-ethoxy-thiophen ClC1=C2C=C(N(C2=C(C(=C1)Cl)F)CCNC1=CC(=NC=N1)C1=CC(=CS1)OCC)C